FC1=C(C=CC(=C1C(=O)C1=CNC2=NC=C(C=C21)C2CCNC=C2)F)NS(=O)(=O)CCC N-(2,4-difluoro-3-(5-(1,2,3,4-tetrahydropyridin-4-yl)-1H-pyrrolo[2,3-b]pyridine-3-carbonyl)phenyl)propane-1-sulfonamide